FC(C=1C=CC(=NC1)C1CCC(CC1)N1C[C@]2(CCS(C2)(=O)=O)CCC1)(F)F (R)-7-((1R,4R)-4-(5-(trifluoromethyl)pyridin-2-yl)cyclohexyl)-2-thia-7-azaspiro[4.5]decane 2,2-dioxide